C(C)(=O)NC1=CC=C(C=C1)\C=C\C(=O)C1=C(C=CC=C1)O 4-Acetylamino-2'-hydroxychalcone